FC1(CC1)C(=O)N[C@H](C(=O)N1C(CC(C1)O)C(=O)N)C(C)(C)C 1-[(2S)-2-[(1-fluorocyclopropyl)formamido]-3,3-dimethylbutanoyl]-4-hydroxypyrrolidine-2-carboxamide